N-(4-chlorophenyl)-N-(2-((4-fluorophenyl)amino)pyrimidin-4-yl)cyclopropane-1,1-dicarboxamide ClC1=CC=C(C=C1)N(C(=O)C1(CC1)C(=O)N)C1=NC(=NC=C1)NC1=CC=C(C=C1)F